CC1(CC(CCC1)(C1=CC=C(C=C1)O)C1=CC=C(C=C1)O)C 4,4'-(3,3-dimethylcyclohexane-1,1-diyl)diphenol